rac-4-[(4-amino-2-{[(2RS)-1-amino-1-oxoprop-2-yl](4-fluorophenyl)amino}-1,3-thiazol-5-yl)carbonyl]benzoic acid NC=1N=C(SC1C(=O)C1=CC=C(C(=O)O)C=C1)N(C1=CC=C(C=C1)F)[C@@H](C(=O)N)C |r|